OCC1=CC(=C2CNC(C2=C1)=O)C(F)(F)F 6-(Hydroxymethyl)-4-(trifluoromethyl)-2,3-dihydro-1H-isoindol-1-one